2-(dimethylamino)-1-(4-(2-(7-isobutyl-2-methylpyrazolo[1,5-a]pyridin-5-yl)-3-isopropyl-1H-indol-5-yl)piperidin-1-yl)ethan-1-one CN(CC(=O)N1CCC(CC1)C=1C=C2C(=C(NC2=CC1)C1=CC=2N(C(=C1)CC(C)C)N=C(C2)C)C(C)C)C